ClC=1C(=C(C2=C(C(N3[C@@H](CO2)C[C@H](C3)O)=O)C1OC(C)C)Cl)C (2R,11aR)-7,9-Dichloro-2-hydroxy-6-isopropoxy-8-methyl-2,3,11,11a-tetrahydro-1H,5H-benzo[f]pyrrolo[2,1-c][1,4]oxazepin-5-one